C1(=CC=CC=C1)[C@H](C)OC([C@@H](C(C)C)CN1CCC1)=O (S)-2-(azetidin-1-ylmethyl)-3-methylbutanoic acid (S)-1-phenylethyl ester